NC[C@H](C)NC(=O)C=1NC2=C(C(=C(C=C2C1)Cl)F)F (S)-N-(1-Aminopropan-2-yl)-5-chloro-6,7-difluoro-1H-indole-2-carboxamide